methyl-6-nitrothieno[3,2-b]pyridine-7-amine CC1=CC2=NC=C(C(=C2S1)N)[N+](=O)[O-]